1-((6'-(2H-tetrazol-5-yl)-[1,1':3',1''-terphenyl]-4-yl)methyl)-2-hydroxy-1H-benzo[d]imidazole-7-carboxylic Acid N=1NN=NC1C1=CC=C(C=C1C1=CC=C(C=C1)CN1C(=NC2=C1C(=CC=C2)C(=O)O)O)C2=CC=CC=C2